2-methyl-N-((5-(methylthio)pyridin-2-yl)methyl)-5-nitro-3-phenylpyridin-4-amine CC1=NC=C(C(=C1C1=CC=CC=C1)NCC1=NC=C(C=C1)SC)[N+](=O)[O-]